8-(cyclopropylethynyl)-1-methyl-2-oxo-2,3,4,5-tetrahydro-1H-benzo[b]azepine C1(CC1)C#CC=1C=CC2=C(N(C(CCC2)=O)C)C1